8-chloro-2-(5-(1-methyl-4-(trifluoromethyl)-1H-imidazol-2-yl)pyridin-2-yl)-1,2,3,4-tetrahydro-2,7-naphthyridine ClC=1N=CC=C2CCN(CC12)C1=NC=C(C=C1)C=1N(C=C(N1)C(F)(F)F)C